(4-phenyl-6-(pyridin-4-ylamino)-1,3,5-triazin-2-ylamino)propan-1-ol C1(=CC=CC=C1)C1=NC(=NC(=N1)NC1=CC=NC=C1)NC(CC)O